C(#C)C=1C(=CC=C2C=C(C=CC12)OCOC)F 8-ethynyl-7-fluoro-3-[(methoxymethyl)oxy]naphthalene